(2S,4S)-4-hydroxy-N-[[4-(4-methylthiazol-5-yl)phenyl]methyl]pyrrolidine-2-carboxamide O[C@H]1C[C@H](NC1)C(=O)NCC1=CC=C(C=C1)C1=C(N=CS1)C